COC(=O)C1CCNCC1 methyl-(4-piperidinyl)-carboxylic acid